(R)-4-((3-methyl-3-propiolamidopiperidin-1-yl)methyl)-N-(4-(4-morpholino-7H-pyrrolo[2,3-d]pyrimidin-6-yl)phenyl)picolinamide C[C@@]1(CN(CCC1)CC1=CC(=NC=C1)C(=O)NC1=CC=C(C=C1)C1=CC2=C(N=CN=C2N2CCOCC2)N1)NC(C#C)=O